N-cyclohexyl-8-morpholino-6-[(2E)-2-(m-tolylmethylene)hydrazino]imidazo[1,2-a]pyrazine-2-carboxamide C1(CCCCC1)NC(=O)C=1N=C2N(C=C(N=C2N2CCOCC2)N/N=C/C=2C=C(C=CC2)C)C1